iron tri-aluminum [Al].[Al].[Al].[Fe]